3-((2S,6R)-4-(4-((5-(3,5-dimethoxyphenethyl)-1H-pyrazol-3-yl)carbamoyl) phenyl)-2,6-dimethylpiperazin-1-yl)propylmethanesulfonate COC=1C=C(CCC2=CC(=NN2)NC(=O)C2=CC=C(C=C2)N2C[C@@H](N([C@@H](C2)C)CCCCS(=O)(=O)[O-])C)C=C(C1)OC